ethyl 2,4-dichloro-5-iodo-6-methylnicotinate ClC1=C(C(=O)OCC)C(=C(C(=N1)C)I)Cl